C(C)C1=C(C(=O)OC2(C(CCC2C2=CC=C(C=C2)Cl)(C)C)CN2N=CN=C2)C=C(C=C1F)[C@@H](C)O 5-(4-chlorophenyl)-2,2-dimethyl-1-(1H-1,2,4-triazol-1-yl-methyl)cyclopentanol (R)-ethyl-3-fluoro-5-(1-hydroxyethyl)benzoate